acetic acid (6S,9S)-9-benzyl-13-((3-chlorophenyl) difluoromethyl)-14-methyl-4,8,11-trioxo-6-(((S)-2-oxopyrrolidin-3-yl) methyl)-12-oxa-3,7,10-triazapentadec-5-yl ester C(C1=CC=CC=C1)[C@@H](C(N[C@H](C(C(NCC)=O)OC(C)=O)C[C@H]1C(NCC1)=O)=O)NC(OC(C(C)C)C(F)(F)C1=CC(=CC=C1)Cl)=O